NC1=C(C=C(C=N1)C1=CC=C(C(=O)NCCN2CCOCC2)C=C1)OCC1=C(C=CC=C1F)Cl 4-[6-amino-5-(2-chloro-6-fluoro-benzyloxy)-pyridin-3-yl]-N-(2-morpholin-4-yl-ethyl)-benzamide